BrC=1C(=C(C2=C(O[C@@](OC2C)(C)C2CCC(CC2)NC(=O)OC(C)(C)C)C1)C(=O)OC)[N+](=O)[O-] methyl (S)-7-bromo-2-((1R,4R)-4-((tert-butoxycarbonyl) amino) cyclohexyl)-2,4-dimethyl-6-nitrobenzo[d][1,3]dioxin-5-carboxylate